(6-aminopyridine-2-yl)(1-methylpiperidin-4-yl)methanone dihydrochloride Cl.Cl.NC1=CC=CC(=N1)C(=O)C1CCN(CC1)C